(1r,4r)-Methyl 4-aminocyclohexanecarboxylate COC(=O)C1CCC(CC1)N